FC(OC=1C=C(C=CC1)N1C(N(C2=C1C=CC(=C2)C(=O)N[C@@H]2[C@H](COCC2)O)C(C)C)=O)F 1-[3-(difluoromethoxy)phenyl]-N-[(3R,4S)-3-hydroxytetrahydropyran-4-yl]-3-isopropyl-2-oxo-benzimidazole-5-carboxamide